4-Chloro-3'-(((1-oxo-2-(pyridin-4-ylmethyl)isoindolin-5-yl)oxy)methyl)-[1,1'-biphenyl]-3-carboxylic acid ClC1=C(C=C(C=C1)C1=CC(=CC=C1)COC=1C=C2CN(C(C2=CC1)=O)CC1=CC=NC=C1)C(=O)O